C1(=CC=CC=C1)C#CC[SH-]CC(C)=O S-(3-phenylprop-2-yn-1-yl)2-oxopropanthiolate